(S)-5-((4-((2-hydroxy-1-phenylethyl)amino)-5-(1,3,4-oxadiazol-2-yl)pyrimidin-2-yl)amino)-2-methylisoindoline-1,3-dione OC[C@H](C1=CC=CC=C1)NC1=NC(=NC=C1C=1OC=NN1)NC=1C=C2C(N(C(C2=CC1)=O)C)=O